FC=1C=NN2C1C(NC1=C(C(=CC=C21)CN2CC1=C(C2)CN(C1)C=1C=CC(=NC1F)C(=O)NC)F)=O 5-(5-((3,6-difluoro-4-oxo-4,5-dihydropyrazolo[1,5-a]quinoxalin-7-yl)methyl)-3,4,5,6-tetrahydropyrrolo[3,4-c]pyrrol-2(1H)-yl)-6-fluoro-N-methylpicolinamide